C1(CC1)C1=CC(=NN1)NC(CC=1C=NN(C1)C1=NC(=CC=C1)OC)=O N-(5-cyclopropyl-1H-pyrazol-3-yl)-2-(1-(6-methoxypyridin-2-yl)-1H-pyrazol-4-yl)acetamide